C(C=C)N(C=O)CC=C N,N-diallylcarboxamide